1-(9-Hydroxy-18-methoxy-18-oxo-octadecan-10-yl)-3-(4-vinylbenzyl)-1H-imidazolium iodid [I-].OC(CCCCCCCC)C(CCCCCCCC(=O)OC)N1C=[N+](C=C1)CC1=CC=C(C=C1)C=C